FC=1C=C(C(=NC1)N1CCN(CC1)[C@H]1CC2(CN(C2)C(=O)OCC)CC1)C=O (R)-ethyl 6-(4-(5-fluoro-3-formylpyridin-2-yl)piperazin-1-yl)-2-azaspiro[3.4]octane-2-carboxylate